ClC1=NC(=CC=C1N1CN(C2=CC=C(C=C2C1=O)C(F)(F)F)C1=C(C=C(C=C1)F)C)OC 3-(2-chloro-6-methoxypyridin-3-yl)-1-(4-fluoro-2-methylphenyl)-6-(trifluoromethyl)-2,3-dihydroquinazolin-4(1H)-one